OC1=CC=C(C=C1)C(C)(C)C1=CC=C(C=C1)C(CC1=C(C=CC=C1)O)C1=C(C=CC=C1)O [1-[4-[1-[4-hydroxyphenyl]-1-methylethyl]phenyl]ethylene]bisphenol